ClC=1C=CC=2C(=C3N(C2C1C=1C(=NN(C1C)C)C)CCCN(C3=O)C=3C=C(C=1C=NN(C1C3)CC)C(=O)O)CCCOC3=CC(=C(C(=C3)C)Cl)C 6-[8-chloro-11-[3-(4-chloro-3,5-dimethyl-phenoxy)propyl]-1-oxo-7-(1,3,5-trimethylpyrazol-4-yl)-4,5-dihydro-3H-[1,4]diazepino[1,2-a]indol-2-yl]-1-ethyl-indazole-4-carboxylic Acid